N-[4-[(6,7-Dimethoxy-1,5-naphthyridin-4-yl)oxy]-3-fluorophenyl]-4-hydroxy-2-(methoxymethyl)-6-methyl-5-(6-methylpyridin-2-yl)pyridine-3-carboxamide COC=1N=C2C(=CC=NC2=CC1OC)OC1=C(C=C(C=C1)NC(=O)C=1C(=NC(=C(C1O)C1=NC(=CC=C1)C)C)COC)F